tertiary butyl 4-(1-(4-((5-chloro-4-((2-(N-methyl methylsulfonamido)phenyl)amino)pyrimidin-2-yl)amino)-2-fluorophenyl)piperidin-4-yl)piperazin-1-carboxylate ClC=1C(=NC(=NC1)NC1=CC(=C(C=C1)N1CCC(CC1)N1CCN(CC1)C(=O)OC(C)(C)C)F)NC1=C(C=CC=C1)N(S(=O)(=O)C)C